4-(1-(2-Chloro-3-fluorophenyl)-1H-imidazol-4-yl)-N-(1-(methylsulfonyl)piperidin-4-yl)-5-(trifluoromethyl)pyrimidin-2-amine ClC1=C(C=CC=C1F)N1C=NC(=C1)C1=NC(=NC=C1C(F)(F)F)NC1CCN(CC1)S(=O)(=O)C